2-chloro-N,N-dimethyl-4-((S)-1-(1-((R)-3,3,3-trifluoro-2-hydroxy-2-phenylpropanoyl)piperidin-4-yl)pyrrolidin-3-yloxy)benzamide 2-propylheptyl-acrylate C(CC)C(COC(C=C)=O)CCCCC.ClC1=C(C(=O)N(C)C)C=CC(=C1)O[C@@H]1CN(CC1)C1CCN(CC1)C([C@@](C(F)(F)F)(C1=CC=CC=C1)O)=O